BrC=1N=C(C(N(C1)CS(=O)(=O)C)=O)N1[C@@H](COCC1)C (R)-5-bromo-3-(3-methylmorpholino)-1-((methylsulfonyl)methyl)pyrazin-2(1H)-one